3-(5,6,7,8-tetrahydro-1,8-naphthyridin-2-yl)-3-(5-(2-(5,6,7,8-tetrahydro-1,8-naphthyridin-2-yl)ethoxy)-1H-indazol-1-yl)propionic acid N1=C(C=CC=2CCCNC12)C(CC(=O)O)N1N=CC2=CC(=CC=C12)OCCC1=NC=2NCCCC2C=C1